CC=CC(=O)OCCC[Si](OC)(OC)OC gamma-methylacryloyloxypropyltrimethoxysilane